FC1=C(C(=CC=C1)OC)C1=NC=CC2=C1CN(C2=O)C2=NC(=CC=C2)N2CCNCC2 4-(2-fluoro-6-methoxyphenyl)-2-(6-(piperazin-1-yl)pyridin-2-yl)-2,3-dihydro-1H-pyrrolo[3,4-c]pyridin-1-one